ethyl (2R)-2-[[4-(2-chlorophenyl)-7-quinolyl]oxy]propanoate ClC1=C(C=CC=C1)C1=CC=NC2=CC(=CC=C12)O[C@@H](C(=O)OCC)C